1-(2-cyano-3-methylbut-2-enoyl)-3-methyl-1,2,3,6-tetrahydropyridin C(#N)C(C(=O)N1CC(C=CC1)C)=C(C)C